tert-butyl 2-((5-(morpholine-4-carbonyl) pyrimidin-2-yl) amino)-6-azaspiro[3.4]octane-6-carboxylate N1(CCOCC1)C(=O)C=1C=NC(=NC1)NC1CC2(C1)CN(CC2)C(=O)OC(C)(C)C